COO[C@H]1[C@@H](O[C@@H]([C@H]1O)CO)N1C=NC=2C(=O)NC(N)=NC12 O-methoxyguanosine